N1=CCCCCCCCCCCCCC1 azacyclopentadecene